[Zn].[Si] silicon-zinc